2-((1H-pyrazol-3-yl)methyl)-4-methyl-6-(thiazol-2-ylmethyl)-4H-thiazolo[5',4':4,5]pyrrolo[2,3-d]pyridazin-5(6H)-one N1N=C(C=C1)CC=1SC2=C(N(C=3C(N(N=CC32)CC=3SC=CN3)=O)C)N1